2-(4-((4-hydroxy-2-oxo-3-(4-(trifluoromethyl)phenyl)-2,5-dihydro-1H-pyrrol-1-yl)methyl)-2,6-dimethylphenoxy)-2-methylpropanoic acid ethyl ester C(C)OC(C(C)(C)OC1=C(C=C(C=C1C)CN1C(C(=C(C1)O)C1=CC=C(C=C1)C(F)(F)F)=O)C)=O